2,3-Bis(3,5-di-tert-butylphenyl)cyclopropyl-di-tert-butylphosphine C(C)(C)(C)C=1C=C(C=C(C1)C(C)(C)C)C1C(C1C1=CC(=CC(=C1)C(C)(C)C)C(C)(C)C)P(C(C)(C)C)C(C)(C)C